OC=1C=C(CN2C(C3=CC=C(C=C3C=C2)C2=CC=NC=C2)=O)C=CC1 2-(3-hydroxybenzyl)-6-(pyridin-4-yl)isoquinolin-1(2H)-one